CC1=CC=C(S1)C1=CN=CS1 5-(5-methyl-thiophene-2-yl)thiazole